C(C)(C)(C)OC(=O)N1[C@H](CN(CC1)C=1C2=C(N=C(N1)OC[C@H]1N(CCC1)C)CN(CC2)C2=CC=CC1=CC=CC(=C21)Cl)CC#N (S)-2-(cyanomethyl)-4-{7-(8-chloronaphthalen-1-yl)-2-[((S)-1-methylpyrrolidin-2-yl)methoxy]-5,6,7,8-tetrahydropyrido[3,4-d]pyrimidin-4-yl}piperazine-1-carboxylic acid tert-butyl ester